3-(4-oxo-3H-pyrido[3,2-d]pyrimidin-2-yl)propionic acid O=C1C2=C(N=C(N1)CCC(=O)O)C=CC=N2